CC(C)(C)OC([C@@H](NC1=C(C=CC(=C1)NC(=O)OC(C)(C)C)[N+](=O)[O-])CC(C)C)=O |r| [5-({[(2-methylpropan-2-yl)oxy]carbonyl}amino)-2-nitrophenyl]-DL-leucine-2-methylpropan-2-yl ester